(R)-3-Hydroxy-1-methyl-3-((3-(4-(piperidin-1-yl)pyrido[3,2-d]pyrimidin-6-yl)phenyl)ethynyl)pyrrolidin-2-one O[C@@]1(C(N(CC1)C)=O)C#CC1=CC(=CC=C1)C=1C=CC=2N=CN=C(C2N1)N1CCCCC1